ClC1=C(C=CC=C1)N1C(N=C(C2=C(C=C(C=C12)C1CC1)OC)NC(C)C)=O 1-(2-Chlorophenyl)-7-cyclopropyl-4-(isopropylamino)-5-methoxyquinazolin-2(1H)-one